CC(=C[C@H]1C([C@@H]1C(=O)OCC1=C(C(=CC(=C1F)F)F)CCC)(C)C)C 2-(1-propyl)-3,5,6-trifluorobenzyl (1R)-trans-3-(2-methyl-1-propenyl)-2,2-dimethylcyclopropanecarboxylate